(E)-2-(3-methyl-2-buten-1-yl)-3',4',5-trihydroxy-3-methoxystilbene CC(=CCC1=C(C=C(C=C1OC)O)\C=C\C1=CC(=C(C=C1)O)O)C